FC(C(=O)O)(F)C1=C(C(=CC=C1F)F)F α,α,2,3,6-pentafluoro-phenylacetic acid